(R)-1-(5-(3-chloro-5-(5-fluoropyrimidin-2-yl)phenyl)-2,2-dimethylmorpholino)prop-2-en-1-one ClC=1C=C(C=C(C1)C1=NC=C(C=N1)F)[C@H]1N(CC(OC1)(C)C)C(C=C)=O